1,1-dimethylbiguanide CN(C(=N)NC(=N)N)C